2-(cyclopropylthio)acetic acid C1(CC1)SCC(=O)O